(4-(hydroxymethyl)-4-(trifluoromethyl)cyclohexyl)carbamic acid tert-butyl ester C(C)(C)(C)OC(NC1CCC(CC1)(C(F)(F)F)CO)=O